C(C)N(CCOC1=CC=C(C=C1)C1=CCN(CN1C)C)CC 6-(4-(2-(diethylamino)ethoxy)phenyl)-1,3-dimethylpyrimidine